BrC1CC(C1)C(=O)OCC1=CC=CC=C1 benzyl (1R,3R)-3-bromocyclobutane-1-carboxylate